N-(3-ethyl-9H-xanthen-9-yl)-2-oxo-6-(trifluoromethyl)-1,2-dihydropyridine-3-carboxamide C(C)C=1C=CC=2C(C3=CC=CC=C3OC2C1)NC(=O)C=1C(NC(=CC1)C(F)(F)F)=O